BrC1=CC(=C(C(=C1)F)CC(=O)O)F 2-(4-bromo-2,6-difluoro-phenyl)acetic acid